5-[(1S,4S,5R)-[[4-cyclopropyl-1-(2,6-dichlorophenyl)-1H-pyrazol-5-yl]methoxy]-2-azabicyclo[2.2.1]heptan-2-yl]pyridine-2-carboxylic acid C1(CC1)C=1C=NN(C1CO[C@@]12N(C[C@@H](CC1)C2)C=2C=CC(=NC2)C(=O)O)C2=C(C=CC=C2Cl)Cl